FC(N1C2=C(C=3C=CC(=CC13)C1C[C@H](C(NC1)N1CCC(CC1)N(C1CC(C1)OC=1C=C3C(N(C(C3=CC1)=O)C1C(NC(CC1)=O)=O)=O)C(C)C)F)C=NC=C2)F 5-((1r,3r)-3-((1-(5-(5-(difluoromethyl)-5H-pyrido[4,3-b]indol-7-yl)-3-fluoropiperidin-2-yl)piperidin-4-yl)(isopropyl)amino)cyclobutoxy)-2-(2,6-dioxopiperidin-3-yl)isoindoline-1,3-dione